S-((E)-4-((7S,10S)-7-isopropyl-4,4-dimethyl-2,5,8,12-tetraoxo-9-oxa-16-thia-3,6,13,18-tetraazabicyclo[13.2.1]octadecane-1(17),15(18)-dien-10-yl) but-3-en-1-yl) thiocaprylate C(CCCCCCC)(=O)SCC\C=C\[C@H]1OC([C@@H](NC(C(NC(C2=CSC(CNC(C1)=O)=N2)=O)(C)C)=O)C(C)C)=O